3-methylpent-2-ene-1,5-diol CC(=CCO)CCO